(2S)-1-[3-cyano-6-methyl-4-(trifluoromethyl)-2-pyridinyl]pyrrolidine-2-carboxylic acid C(#N)C=1C(=NC(=CC1C(F)(F)F)C)N1[C@@H](CCC1)C(=O)O